6-(2-cyclobutyl-7H-pyrrolo[2,3-d]pyrimidin-5-yl)quinazoline C1(CCC1)C=1N=CC2=C(N1)NC=C2C=2C=C1C=NC=NC1=CC2